C(CCCCCCCCC(=O)O)(=O)O.OC(C1=CC=CC=C1)=NC(CC)(O)O (hydroxyphenylmethylene)aminopropanediol sebacate